2-(2-Methoxy-5-(methyl-(2-methylquinazolin-4-yl)amino)phenyl)-2-methylpropanoic acid COC1=C(C=C(C=C1)N(C1=NC(=NC2=CC=CC=C12)C)C)C(C(=O)O)(C)C